C(C1=CC=CC=C1)N1C(CC(CC1([2H])[2H])C1=CC=2C(=NC(=CN2)C=2C=CC=3N(N2)C=C(N3)C)S1)([2H])[2H] 6-(1-benzylpiperidin-4-yl-2,2,6,6-d4)-3-(2-methylimidazo[1,2-b]pyridazin-6-yl)thieno[2,3-b]pyrazine